FC(C1=CC=C(C=C1)[C@H](C)NC(=O)N1[C@H](CCC1)C(=O)NC1=CC=C(C=C1)C1=CC=C(C=C1)C(=O)O)(F)F 4'-{[1-({(1S)-1-[4-(trifluoromethyl)phenyl]ethyl}carbamoyl)-D-prolyl]amino}[1,1'-biphenyl]-4-carboxylic acid